BrC1=C(C=C2C(=NN(C2=C1)C1OCCCC1)F)[N+](=O)[O-] 6-bromo-3-fluoro-5-nitro-1-(tetrahydro-2H-pyran-2-yl)-1H-indazole